4-methyl-cyclohexanol CC1CCC(CC1)O